6-Isopropoxy-N-(pyrazolo[1,5-a]pyridin-7-yl)-2-(tetrahydro-2H-pyran-4-yl)-2H-indazole-5-carboxamide C(C)(C)OC=1C(=CC2=CN(N=C2C1)C1CCOCC1)C(=O)NC1=CC=CC=2N1N=CC2